4-[(2-bromophenyl)amino]-2-{[2-methoxy-4-(piperazin-1-yl)phenyl]amino}pyrimidine-5-carboxamide BrC1=C(C=CC=C1)NC1=NC(=NC=C1C(=O)N)NC1=C(C=C(C=C1)N1CCNCC1)OC